C(#N)C1=C(C=CC=C1)[C@@H]([C@@H](C)C=1N(C(C(=C(N1)C(=O)NC=1C=NOC1)O)=O)C)C1=NC(=C(N=C1C)C)C 2-((1R,2R)-1-(2-cyanophenyl)-1-(3,5,6-trimethylpyrazin-2-yl)propan-2-yl)-5-hydroxy-N-(isoxazol-4-yl)-1-methyl-6-oxo-1,6-dihydropyrimidine-4-carboxamide